Cl\C=C\C#CCCCC (1E)-1-chloro-1-octen-3-yne